tert-butyl N-[3-[4-[3-(benzyloxycarbonylamino) prop-1-ynyl]-2-pyridyl]prop-2-ynyl]carbamate C(C1=CC=CC=C1)OC(=O)NCC#CC1=CC(=NC=C1)C#CCNC(OC(C)(C)C)=O